O=C1NC(CCC1N1C(N(C2=C1C=CC=C2CN(C(OC(C)(C)C)=O)C)C)=O)=O Tert-butyl N-[[1-(2,6-dioxo-3-piperidyl)-3-methyl-2-oxo-benzimidazol-4-yl]methyl]-N-methyl-carbamate